O1CCN(CC1)C=1N=C(C2=C(N1)CN(CC2)CC=2C=CC=C1C=CC=NC21)N 2-Morpholino-7-(quinolin-8-ylmethyl)-5,6,7,8-tetrahydropyrido[3,4-d]pyrimidin-4-amine